3-cyclohexanepropanoate C1CC(CCC1)CCC(=O)[O-]